ClC1=CC=CC=2N1N=C(N2)C(=O)N2C[C@]1(CC2)C=C(C(C(C1)(C)C)=O)C#N (5R)-2-(5-chloro[1,2,4]triazolo[1,5-a]pyridine-2-carbonyl)-9,9-dimethyl-8-oxo-2-azaspiro[4.5]dec-6-ene-7-carbonitrile